N-(1-(6-chloro-2-methylpyridin-3-yl)cyclopropyl)-1-methyl-3-(trifluoromethyl)-1H-pyrazole-5-carboxamide ClC1=CC=C(C(=N1)C)C1(CC1)NC(=O)C1=CC(=NN1C)C(F)(F)F